CC(CC(CC)=O)(C)C1=CC=CC=C1 5-methyl-5-phenylhexan-3-one